tert-butyl (2S)-2-(3-bromo-5-chloro-phenyl)-4-methylsulfonyl-piperazine-1-carboxylate BrC=1C=C(C=C(C1)Cl)[C@@H]1N(CCN(C1)S(=O)(=O)C)C(=O)OC(C)(C)C